(R)-2-chloro-N-(5-chloro-6-(2H-1,2,3-triazol-2-yl)pyridin-3-yl)-8-methoxy-8-(trifluoromethyl)-7,8-dihydro-6H-pyrazolo[1,5-a]pyrrolo[2,3-e]pyrimidine-6-carboxamide ClC1=NN2C(N=CC3=C2[C@](CN3C(=O)NC=3C=NC(=C(C3)Cl)N3N=CC=N3)(C(F)(F)F)OC)=C1